2,2,6,6-tetramethyl-4-piperidinone CC1(NC(CC(C1)=O)(C)C)C